2-[5-ethylsulfonyl-6-[5-[N-ethyl-S-(trifluoromethyl)sulfonimidoyl]-1-methyl-benzimidazol-2-yl]-3-pyridyl]pyrimidine-5-carbonitrile C(C)S(=O)(=O)C=1C=C(C=NC1C1=NC2=C(N1C)C=CC(=C2)S(=O)(=NCC)C(F)(F)F)C2=NC=C(C=N2)C#N